FC(C(=O)N1CCC(CC1)OC1=C(C#N)C=C(C=C1)C1=C2N=C(NC2=NC=N1)C1=CC=C(C=C1)N1CCN(CC1)C)F 2-((1-(2,2-difluoroacetyl)piperidin-4-yl)oxy)-5-(8-(4-(4-methylpiperazin-1-yl)phenyl)-9H-purin-6-yl)benzonitrile